((9-bromononyl)oxy)(tert-butyl)dimethylsilane BrCCCCCCCCCO[Si](C)(C)C(C)(C)C